ethyl 3-(2-amino-5-(ethoxycarbonyl)pyridin-3-yl)-1,2,4-thiadiazole-5-carboxylate NC1=NC=C(C=C1C1=NSC(=N1)C(=O)OCC)C(=O)OCC